3-(2-nitrophenyl)selenophene [N+](=O)([O-])C1=C(C=CC=C1)C1=C[Se]C=C1